CN1N=C2C(N=C(C=C2C)C2=CC(=C(C=C2)C2=CC=C(N=N2)C2CN(C2)C(=O)OC(C)(C)C)OCOC)=C1 tert-butyl 3-(6-(4-(2,7-dimethyl-2H-pyrazolo[4,3-b]pyridin-5-yl)-2-(methoxymethoxy)phenyl)pyridazin-3-yl)azetidine-1-carboxylate